C1C(CCCCCCCCCC)O1 dodecene oxide